C(C=C)(=O)OC1C2(CCC(C1(C)C)C2)C 1,3,3-trimethylbicyclo[2.2.1]heptyl acrylate